4-(methoxymethyl)-4-methylpiperidine hydrochloride Cl.COCC1(CCNCC1)C